FC(CC1(C(N(C=2C3=C(C=CC=C13)OC(C2)=O)C)=O)C)(S(=O)(=O)C2=CC=C(C)C=C2)F 6-(2,2-difluoro-2-(p-toluenesulfonyl)ethyl)-4,6-dimethylpyrano[2,3,4-ij]isoquinoline-2,5(4H,6H)-dione